(R)-2-((4-(5-((4-acetylpiperazin-1-yl)methyl)-1,3,4-thiadiazol-2-yl)-2-methoxyphenyl)amino)-8-cyclopentyl-7-ethyl-5-methyl-7,8-dihydropteridin-6(5H)-one C(C)(=O)N1CCN(CC1)CC1=NN=C(S1)C1=CC(=C(C=C1)NC1=NC=2N([C@@H](C(N(C2C=N1)C)=O)CC)C1CCCC1)OC